4-(tert-butyl)-N-(4-chlorobenzo[d]isoxazol-3-yl)benzenesulfonamide C(C)(C)(C)C1=CC=C(C=C1)S(=O)(=O)NC1=NOC2=C1C(=CC=C2)Cl